FC1=C(C(=O)OC(C)(C)C)C(=CC=C1F)F tert-butyl 2,3,6-trifluorobenzoate